C(C)(C)NC(=O)C1=CC=C2C(N(C=3N(C2=C1)C(NN3)=S)CCC)=O N-Isopropyl-5-oxo-4-propyl-1-thioxo-1,2,4,5-tetrahydro-[1,2,4]triazolo[4,3-a]quinazoline-8-carboxamide